(R)-2-hydroxy-3-((S)-2-(3-oxo-2,3-dihydropyridazine-4-carboxamido)-2-(4-phosphonophenyl)acetamido)-3,4-dihydro-2H-benzo[e][1,2]oxaborinine-8-carboxylic acid OB1OC2=C(C[C@@H]1NC([C@H](C1=CC=C(C=C1)P(=O)(O)O)NC(=O)C=1C(NN=CC1)=O)=O)C=CC=C2C(=O)O